OC=1C=2N(C=C(N1)C)N=C(C2)C=2N=C1N(C(C2)=O)C=C(C=C1)N1CCN(CC1)C 2-(4-hydroxy-6-methylpyrazolo[1,5-a]pyrazin-2-yl)-7-(4-methylpiperazin-1-yl)-4H-pyrido[1,2-a]pyrimidin-4-one